3-cyclobutoxy-4-nitro-1-((2-(trimethylsilyl)ethoxy)methyl)-1H-pyrazole C1(CCC1)OC1=NN(C=C1[N+](=O)[O-])COCC[Si](C)(C)C